ClC=1C=C2C(=CN1)NC=C2 5-chloropyrrolo[2,3-c]pyridine